N1=CN=C(C=C1)N[C@@H]1CN(C[C@H]1OCC1=CC=C(C=C1)C(F)(F)F)C(=O)OC(C)(C)C tert-butyl trans-3-(pyrimidin-4-ylamino)-4-(4-(trifluoromethyl)benzyloxy)pyrrolidine-1-carboxylate